4-phenylpiperidine-4-carboxamide C1(=CC=CC=C1)C1(CCNCC1)C(=O)N